N1=C(C=CC=C1)NNC(=O)C1[C@H]2CN(C[C@@H]12)C(=O)OC(C)(C)C tert-butyl (1R,5S,6r)-6-{[2-(2-pyridinyl) hydrazino] carbonyl}-3-azabicyclo[3.1.0]hexane-3-carboxylate